N-(tert-butyl)-3-((2-((6-(4-(4-((2,6-dioxopiperidin-3-yl)amino)benzyl)piperazin-1-yl)pyridazin-3-yl)amino)-5-methylpyrimidin-4-yl)amino)benzenesulfonamide C(C)(C)(C)NS(=O)(=O)C1=CC(=CC=C1)NC1=NC(=NC=C1C)NC=1N=NC(=CC1)N1CCN(CC1)CC1=CC=C(C=C1)NC1C(NC(CC1)=O)=O